FC(S(=O)(=O)[O-])(F)F.ClC(C)OC(C(=O)OC1CC2CCC(C1)[N+]21CCCC1)(C1=CC=CC=C1)C1=CC=CC=C1 3-(2-(1-chloroethoxy)-2,2-diphenylacetoxy)spiro[bicyclo[3.2.1]octane-8,1'-pyrrolidin]-8-ium trifluoromethanesulfonate